N(=C=O)C=C[SiH2]O[SiH3] isocyanatovinyldisiloxane